(2R,3R)-1-cyano-N-[2-[(4,4-difluorocyclohexyl)amino]-1-(5-fluoro-3-pyridyl)-2-oxo-ethyl]-3-methyl-N-[4-(pentafluoro-λ6-sulfanyl)phenyl]azetidine-2-carboxamide C(#N)N1[C@H]([C@@H](C1)C)C(=O)N(C1=CC=C(C=C1)S(F)(F)(F)(F)F)C(C(=O)NC1CCC(CC1)(F)F)C=1C=NC=C(C1)F